CN(N1NC(=CC(=N1)S)S)C 2-dimethylamino-4,6-dimercapto-triazine